FC(N1N=C(C2=CC(=CC=C12)C(=O)OC)C)F methyl 1-(difluoromethyl)-3-methylindazole-5-carboxylate